FC(C1=CC=C(C=C1)N1CC(CC2=CC=CC=C12)NCCC#N)(F)F 3-((1-(4-(trifluoromethyl)-phenyl)-1,2,3,4-tetrahydroquinolin-3-yl)amino)propanenitrile